(3R)-4-(7-(cyclopropylsulfonyl)-6-methyl-2-(1H-pyrazol-3-yl)-6,7,8,9-tetrahydro-2H-1,2,3,7-tetraazabenzo[cd]azulene-4-yl)-3-methylmorpholine C1(CC1)S(=O)(=O)N1C(C=2C3=C(N(N=C3CC1)C1=NNC=C1)N=C(C2)N2[C@@H](COCC2)C)C